COC(=O)C1=CC=C(C=2C=C(OC21)C)C=2CCN(CC2)C(=O)OC(C)(C)C tert-butyl 4-[7-(methoxycarbonyl)-2-methyl-1-benzofuran-4-yl]-3,6-dihydro-2H-pyridine-1-carboxylate